C1C(=C(C(=O)O1)C2=CC=C(C=C2)O)CC3=CC=C(C=C3)O The molecule is a butenolide that is furan-2(5H)-one substituted by a 4-hydroxybenzyl group at position 4 and a 4-hydroxyphenyl group at position 3. It has been isolated from Penicillium species. It has a role as a Penicillium metabolite. It is a polyphenol and a butenolide.